C(CCCCC)N1C2=CC=CC=C2C=2C=C(C=CC12)N(C=C(C1=CC=C(C=C1)OC)C1=CC=C(C=C1)OC)C=C(C1=CC=C(C=C1)OC)C1=CC=C(C=C1)OC 9-hexyl-3-{N,N-bis[2,2-bis(4-methoxyphenyl)vinyl]Amino}-9H-carbazole